trimethyltert-butyl-ammonium hydroxide [OH-].C[N+](C(C)(C)C)(C)C